2-((3aR,5r,6aS)-5-(3,4-difluorobenzyl)-5-hydroxyhexahydrocyclopenta[c]pyrrol-2(1H)-yl)-1-(4-hydroxyphenyl)ethanone FC=1C=C(CC2(C[C@@H]3[C@@H](CN(C3)CC(=O)C3=CC=C(C=C3)O)C2)O)C=CC1F